N-(3-chloro-2-methylphenyl)-2-(methoxymethyl)-6-({[2-(trifluoromethyl)phenyl]carbonyl}amino)-1H-benzimidazole-4-carboxamide methanesulfonic acid salt CS(=O)(=O)O.ClC=1C(=C(C=CC1)NC(=O)C1=CC(=CC=2NC(=NC21)COC)NC(=O)C2=C(C=CC=C2)C(F)(F)F)C